(2S)-2-hydroxy-N-((1R)-2-hydroxy-2-methyl-1-(4-((2-methylpentyl)oxy)phenyl)propyl)-2-phenylpropan-3,3,3-d3-amide O[C@@](C(=O)N[C@@H](C(C)(C)O)C1=CC=C(C=C1)OCC(CCC)C)(C([2H])([2H])[2H])C1=CC=CC=C1